(1-hexamethyleneimino)methyl-(trimethoxy)silane N1(CCCCCC1)C[Si](OC)(OC)OC